FC1=CC=C(C=C1)[C@@H](C)C(C(=O)N)C1N(CCCC1)C ((S)-1-(4-fluorophenyl)ethyl)-2-(1-methylpiperidin-2-yl)acetamide